6-bromoquinoline-2-carboxylic acid methyl ester COC(=O)C1=NC2=CC=C(C=C2C=C1)Br